(3-iodobenzoyl)-D-lysine IC=1C=C(C(=O)N[C@H](CCCCN)C(=O)O)C=CC1